2-(7-(difluoromethyl)imidazo[1,2-a]pyridin-2-yl)propanamide FC(C1=CC=2N(C=C1)C=C(N2)C(C(=O)N)C)F